ClC=1C=C(CN2C[C@@H](N(C[C@H]2C)C2=CC(N(C=3C=CC(=NC23)C#N)C)=O)C)C=CC1OC(F)(F)F 8-((2s,5r)-4-(3-chloro-4-(trifluoromethoxy)benzyl)-2,5-dimethylpiperazin-1-yl)-5-methyl-6-oxo-5,6-dihydro-1,5-naphthyridine-2-carbonitrile